C(C=C)C1[13C](CCC1)=O 2-allylcyclopentan-1-one-13C